1,3-bis(dodecyl)imidazolium acetate C(C)(=O)[O-].C(CCCCCCCCCCC)N1C=[N+](C=C1)CCCCCCCCCCCC